NC=1N=C(C2=C(N1)C=NN2CC2=C(C=C(C=N2)C2CCN(CC2)C(CCl)=O)OC)NCCCC 1-(4-(6-((5-amino-7-(butylamino)-1H-pyrazolo[4,3-d]pyrimidin-1-yl)methyl)-5-methoxypyridin-3-yl)piperidin-1-yl)-2-chloroethan-1-one